2-(4,6-dichloro-2-methylpyrimidin-5-yl)-N-(1-methylcyclopropyl)acetamide ClC1=NC(=NC(=C1CC(=O)NC1(CC1)C)Cl)C